C(C)[C@]1(C(OCC=2C(N3CC=4C(=NC=5C=C6C(=CC5C4CCCO)OCO6)C3=CC21)=O)=O)O (S)-7-ethyl-7-hydroxy-14-(3-hydroxypropyl)-10,13-dihydro-11H-[1,3]dioxolo[4,5-g]pyrano[3',4':6,7]indolizino[1,2-b]quinolin-8,11(7H)-dione